C(#N)C1=C(N=C(S1)N(C1=C(N=C2N1C=C(C=C2)C=2C=CC(=NC2)N2CCC(CC2)C(=O)O)CC)C)C2=CC=C(C=C2)F 1-(5-(3-((5-cyano-4-(4-fluorophenyl)thiazol-2-yl)(methyl)amino)-2-ethylimidazo[1,2-a]pyridin-6-yl)pyridin-2-yl)piperidine-4-carboxylic acid